CN(C=1SC=CN1)C N,N-dimethylthiazol-2-amine